ClC1=C(C=CC(=C1)Cl)[C@@H](C)NC=1C=2C(N=C(N1)C1CCN(CC1)C(=O)[C@@H]1NCCC1)=CN(N2)C N-[(1R)-1-(2,4-dichlorophenyl)ethyl]-2-methyl-5-{1-[(2R)-pyrrolidine-2-carbonyl]piperidin-4-yl}pyrazolo[4,3-d]pyrimidin-7-amine